FC1=C(C(=CC2=C1N=CS2)F)NC2=C1C(=NC=C2)SC(=C1)[C@H]1[C@H](NCCC1)C 4,6-Difluoro-N-(2-((2R,3R)-2-methylpiperidin-3-yl)thieno[2,3-b]pyridin-4-yl)benzo[d]thiazol-5-amine